(2-((5-chloro-2-((3-methyl-1H-indazol-5-yl)amino)pyrimidin-4-yl)amino)phenyl)methylsulfonamide ClC=1C(=NC(=NC1)NC=1C=C2C(=NNC2=CC1)C)NC1=C(C=CC=C1)CS(=O)(=O)N